3-methyl-1-phenylethyl-1H-benzo[g]indazol-5-ol CC1=NN(C2=C3C(=C(C=C12)O)C=CC=C3)C(C)C3=CC=CC=C3